NC1=C(C=CC=C1)NC1N(CCCC1)C1(CC=C(C=C1)CC=O)C(F)(F)F 4-((2-aminophenylamino)piperidin-1-yl)-2-(4-(trifluoromethyl)phenyl)ethan-1-one